3-[4-(3-Hydroxy-1,1-dioxo-2H-1,2,5-thiadiazol-5-yl)-3-phenylmethoxyphenyl]-1-phenylprop-2-en-1-one OC=1NS(N(C1)C1=C(C=C(C=C1)C=CC(=O)C1=CC=CC=C1)OCC1=CC=CC=C1)(=O)=O